FC1=CC=C(C=C1)C(N1CCN(CC1)CC=1C=C2C(N(C(C2=CC1)=O)N1C(NC(CC1)=O)=O)=O)C1=CC=C(C=C1)F 5-((4-(bis(4-fluorophenyl)methyl)piperazin-1-yl)methyl)-2-(2,4-dioxotetrahydropyrimidine-1(2H)-yl)isoindoline-1,3-dione